BrC=1C=C2C(N(C(C2=C(C1)F)(O)C1=CC=C(C=C1)Cl)CC1=CC=C(C#N)C=C1)=O 4-[5-bromo-1-(4-chloro-phenyl)-7-fluoro-1-hydroxy-3-oxo-1,3-dihydro-isoindol-2-ylmethyl]-benzonitrile